COC1=C2NC=NC2=NC=N1 6-methoxypurine